CC=1N(N=C2C(=NN=C(C21)C)N2C[C@@H](CC2)C(=O)NCCCN(C)C)C2=CC=C(C=C2)C (R)-1-(3,4-dimethyl-2-(p-tolyl)-2H-pyrazolo[3,4-d]pyridazin-7-yl)-N-(3-(dimethylamino)propyl)pyrrolidine-3-carboxamide